tert-butyl 5-bromo-3-(tert-butoxy carbonylamino)indazole-1-carboxylate BrC=1C=C2C(=NN(C2=CC1)C(=O)OC(C)(C)C)NC(=O)OC(C)(C)C